N-{[2-(2-{[1-(3-chloro(2-pyridyl))-isopropyl]amino}pyrimidin-5-yl)(1,3-thiazol-5-yl)]methyl}(2-hydroxyimidazol-4-yl)carboxamide ClC=1C(=NC=CC1)C(C)(C)NC1=NC=C(C=N1)C=1SC(=CN1)CNC(=O)C=1N=C(NC1)O